FS(N(CC)CC)(F)F trifluoro(diethylamino)sulfur